S1C(=NC=C1)C=1SC=CN1 thiazolyl-(thiazol)